3-(2-aminopyrimidin-5-yl)-9-(1-((6-chloro-2-morpholinopyridin-3-yl)amino)ethyl)-7-methyl-4-(methyl-d3)imidazo[1,5-a]quinazolin-5(4H)-one NC1=NC=C(C=N1)C=1N=CN2C1N(C(C1=CC(=CC(=C21)C(C)NC=2C(=NC(=CC2)Cl)N2CCOCC2)C)=O)C([2H])([2H])[2H]